C1(=CCCCC1)/C=C/C=O (E)-3-(cyclohex-1-en-1-yl)propenal